ClC=1C=C(C=CC1C)NC(=O)NCCSC1=C2CN(C(C2=CC=C1)=O)C1C(NC(CC1)=O)=O 1-(3-chloro-4-methylphenyl)-3-(2-((2-(2,6-dioxopiperidin-3-yl)-1-oxoisoindolin-4-yl)thio)ethyl)urea